2-di-t-butylphosphino-2',4',6'-tri-isopropyl-1,1'-biphenyl C(C)(C)(C)P(C1=C(C=CC=C1)C1=C(C=C(C=C1C(C)C)C(C)C)C(C)C)C(C)(C)C